N-(2-chloro-5-(trifluoromethyl)pyrimidin-4-yl)isoquinolin-3-amine ClC1=NC=C(C(=N1)NC=1N=CC2=CC=CC=C2C1)C(F)(F)F